Selenious acid [Se](=O)(O)O